COC[C@@H](C)NC1CCC(CC1)N N1-[(2R)-1-methoxypropan-2-yl]cyclohexane-1,4-diamine